C(C)C1=C(C(C=2C(=NC3=C(N2)N=C(S3)C)N1)=O)N1CCN(CC1)C(=O)OC(C)(C)C tert-butyl 4-(6-ethyl-2-methyl-8-oxo-5,8-dihydropyrido[2,3-b]thiazolo[4,5-e]pyrazin-7-yl)piperazine-1-carboxylate